OC=1C(=NC(=CN1)C1=CC(=CC=C1)C(C)C)C(=O)NCC(=O)O (3-hydroxy-6-(3-isopropylphenyl)pyrazine-2-carbonyl)glycine